BrCC(C)(O)C=1C=C2C(N([C@@](C2=C(C1)F)(OCC1(CC1)C#N)C1=CC=C(C=C1)Cl)CC1=NC=C(C#N)C=C1)=O 6-(((1R)-5-(1-bromo-2-hydroxypropan-2-yl)-1-(4-chlorophenyl)-1-((1-cyanocyclopropyl)methoxy)-7-fluoro-3-oxoisoindolin-2-yl)methyl)nicotinonitrile